COCCOCCOCCOCCOCCN(CCOCCOCCOCCOCCOC)C1=CC(=C(C=C1)\N=N\C1=CC=C(C=C1)[N+](=O)[O-])OC (E)-N-(2,5,8,11,14-pentaoxahexadecan-16-yl)-N-(3-methoxy-4-((4-nitrophenyl)diazenyl)phenyl)-2,5,8,11,14-pentaoxahexadecan-16-amine